1-(oxetan-3-yl)-1H-imidazol-4-amine O1CC(C1)N1C=NC(=C1)N